CC1=CC(=C(C=C1)SC2=CC=CC=C2N3CC[NH2+]CC3)C The molecule is an organic cation that is the conjugate acid of vortioxetine, obtained by protonation of the secondary amino function. It is an organic cation and an ammonium ion derivative. It is a conjugate acid of a vortioxetine.